6-chloro-N-methoxy-N-methyl-3-[3-(trifluoromethyl)phenoxy]pyridazine-4-carboxamide ClC1=CC(=C(N=N1)OC1=CC(=CC=C1)C(F)(F)F)C(=O)N(C)OC